(S)-2-chloro-4-((2-cyclopropyl-7-methyl-6-oxo-1,2,3,5,6,7-hexahydro-[1,4]oxazepino[6,5-c]quinolin-10-yl)amino)nicotinonitrile ClC1=C(C#N)C(=CC=N1)NC1=CC=2C3=C(C(N(C2C=C1)C)=O)COC[C@@H](N3)C3CC3